N1(CCCCC1)C=1N=NC(=CN1)C(=O)N 3-(piperidin-1-yl)-1,2,4-triazine-6-Formamide